ClC1=C(C=C(C=C1)N1C=NN(C1=O)CSC1=CC(=C(OCC(=O)O)C=C1)C)C 2-(4-(((4-(4-Chloro-3-methylphenyl)-5-oxo-4,5-dihydro-1H-1,2,4-triazol-1-yl)methyl)thio)-2-methylphenoxy)acetic acid